COC=1C=C2C(=CC(=NC2=CC1OCCCN1CCCC1)C=1OC(=CC1)C)NC1CCN(CC1)C 6-Methoxy-2-(5-methylfuran-2-yl)-N-(1-methylpiperidin-4-yl)-7-(3-(pyrrolidin-1-yl)propoxy)quinolin-4-amine